C12C3C(CC(C3CC2C(CC1C(=O)O)C(=O)O)C(=O)O)C(=O)O tricyclo[6.3.0.0<2,6>]Undecane-3,5,9,11-tetracarboxylic acid